3-(5-((4-(4-amino-3-(4-phenoxyphenyl)-1H-pyrazolo[3,4-d]pyrimidin-1-yl)piperidin-1-yl)methyl)-6-fluoropyridin-2-yl)piperidine-2,6-dione NC1=C2C(=NC=N1)N(N=C2C2=CC=C(C=C2)OC2=CC=CC=C2)C2CCN(CC2)CC=2C=CC(=NC2F)C2C(NC(CC2)=O)=O